N1=C(C=C(C=C1)C(=O)O)C1=NC=CC(=C1)C(=O)O bipyridyl-4,4'-dicarboxylic acid